C1(CCC1)C(C)(O)C1=CC=2C(=NC(=CC2C2=CC=NN2C)C2=CC=3C(N=C2)=NN(C3)C)S1 1-cyclobutyl-1-(6-(2-methyl-2H-pyrazolo[3,4-b]pyridin-5-yl)-4-(1-methyl-1H-pyrazol-5-yl)thieno[2,3-b]pyridin-2-yl)ethanol